[In].CN1N=C(N=N1)C=1C=C(C(=O)NCCOCCOCCNC(COC)=O)C=CC1NC1=CC=C(C=C1)C(F)(F)F 3-(2-methyl-2H-tetrazol-5-yl)-N-(4-oxo-2,8,11-trioxa-5-azatridecan-13-yl)-4-((4-(trifluoromethyl)phenyl)amino)benzamide indium